CC=1N=CN(C1)C1=CC=C(C=C1)CN (4-(4-methyl-1H-imidazol-1-yl)phenyl)methanamine